ethyl-hexyl-triazinone C(C)C1=C(C(NN=N1)=O)CCCCCC